OC[C@]1(O)[C@H](O)[C@H](O)[C@H](O1)CO β-D-psicofuranose